2-[4,7,10-tris(carboxymethyl)-1,4,7,10-tetraazacyclododec-1-yl]butanoic acid C(=O)(O)CN1CCN(CCN(CCN(CC1)CC(=O)O)CC(=O)O)C(C(=O)O)CC